C(OCC(=CBr)Br)(OC)=O 2,3-dibromo-2-propenyl methyl carbonate